OC1=C(C=C(C=C1)NC(C1=CC=CC=C1)=O)S(=O)(=O)C N-(4-hydroxy-3-(methylsulfonyl)phenyl)benzamide